FC1C2C=CCCNC12 8-Fluoro-2-azabicyclo[5.1.0]oct-5-ene